[(3R,9aS)-3-(2,4,5-Trifluorophenyl)-3,4,6,7,9,9a-hexahydro-1H-pyrazino[2,1-c][1,4]oxazin-8-yl]-(2-chloro-3-methoxyphenyl)methanon FC1=C(C=C(C(=C1)F)F)[C@@H]1CN2[C@H](CO1)CN(CC2)C(=O)C2=C(C(=CC=C2)OC)Cl